ethyl (5S)-3-[2-bromo-5-(3,5-dimethyl-2,6-dioxo-4-thioxo-1,3,5-triazinan-1-yl)-4-fluoro-phenyl]-5-methyl-4H-isoxazole-5-carboxylate BrC1=C(C=C(C(=C1)F)N1C(N(C(N(C1=O)C)=S)C)=O)C1=NO[C@@](C1)(C(=O)OCC)C